2-amino-3-[(9z,12z)-octadec-9,12-dien-1-yloxy]-2-{[(9z,2z)-octadec-9,12-dien-1-yloxy]methyl}propan-1-ol NC(CO)(COCCCCCCCC\C=C/C\C=C/CCCCC)COCCCCCCCC\C=C/CC=CCCCCC